BrC=1C=CC(=C(C1)C1C(SC=C1)(C(=O)O)C1=CC=C(C=C1)F)C 5-bromo-2-methylphenyl-2-(4-fluorophenyl)thiophenecarboxylic acid